[Cl-].BrC1=C(C=C2C=C(N(C2=C1)S(=O)(=O)C1=CC=CC=C1)C[NH3+])Cl (6-bromo-5-chloro-1-(phenylsulfonyl)-1H-indol-2-yl)methanaminium chloride